cyclohexane-1,2,3,4-tetracarboxylic 3,4-anhydride C1(C(C2C(CC1)C(=O)OC2=O)C(=O)O)C(=O)O